The molecule is a CDP-diacylglycerol(2-) obtained by deprotonation of the diphosphate OH groups of CDP-1,2-dilinoleoyl-sn-glycerol; major species at pH 7.3. It is a conjugate base of a CDP-1,2-dilinoleoyl-sn-glycerol. CCCCC/C=C\\C/C=C\\CCCCCCCC(=O)OC[C@H](COP(=O)([O-])OP(=O)([O-])OC[C@@H]1[C@H]([C@H]([C@@H](O1)N2C=CC(=NC2=O)N)O)O)OC(=O)CCCCCCC/C=C\\C/C=C\\CCCCC